[(9S,10R)-1-Methoxy-9-methyl-3-pentyl-8,9,10,10a-tetrahydro-6H-benzo[c]chromen-10-yl]methanol COC1=C2C3C(COC2=CC(=C1)CCCCC)=CC[C@@H]([C@H]3CO)C